N,N,N',N1,N''-pentakis-propoxymethyl-[1,3,5]triazine-2,4,6-triamine C(CC)OCN(C1N(C(=NC(=N1)NCOCCC)NCOCCC)COCCC)COCCC